tert-Butyl (R)-3-(5-((R)-3-(tert-butoxy)-2-hydroxy-3-oxopropoxy)-2H-indazol-2-yl)pyrrolidine-1-carboxylate C(C)(C)(C)OC([C@@H](COC1=CC2=CN(N=C2C=C1)[C@H]1CN(CC1)C(=O)OC(C)(C)C)O)=O